(S)-2-amino-4-(3-methoxyazetidin-1-yl)-4-oxobutanoic acid N[C@H](C(=O)O)CC(=O)N1CC(C1)OC